C(C)(C)(CC)P t-pentylphosphine